COC1=CC=C(C=C1)C1=NC2=C(O1)C=CC=C2 2-(4-methoxyphenyl)-3,1-benzoxazole